CC1=C(C=C(CNC(C(C)C)=O)C=C1)C=1NC(C=C(N1)C=1C=NC(=CC1)C(F)(F)F)=O N-(4-methyl-3-{6-oxo-4-[6-(trifluoromethyl)pyridin-3-yl]-1,6-dihydropyrimidin-2-yl}benzyl)isobutyramide